P(O)(=O)(OP(=O)(O)O)OC[C@@H]1[C@H](C([C@@H](O1)N1C(=O)N=C(N)C=C1)(F)F)O deoxy-2',2'-difluorocytidine diphosphate